1,3-dimethyl-5-(4,4,5,5-tetramethyl-1,3,2-dioxaborol-2-yl)pyridine CN1CC(=CC(=C1)B1OC(C(O1)(C)C)(C)C)C